ClC=1C(=NC(=NC1)N1C[C@H](C[C@H](C1)C)F)NC1=CC=2C3=C(C(N(C2C=C1)C)=O)OCC([C@@H](N3)C3CC3)(F)F (S)-10-((5-Chloro-2-((3S,5R)-3-fluoro-5-methylpiperidin-1-yl)pyrimidin-4-yl)amino)-2-cyclopropyl-3,3-difluoro-7-methyl-1,2,3,4-tetrahydro-[1,4]oxazepino[2,3-c]chinolin-6(7H)-on